8-(2,4-dichlorophenyl)-9-(4-((1-(3-fluoropropyl)azetidin-3-yl)methyl)phenyl)-7-isopropyl-6,7-dihydro-5H-benzo[7]annulene-3-carboxylic acid ClC1=C(C=CC(=C1)Cl)C=1C(CCC2=C(C1C1=CC=C(C=C1)CC1CN(C1)CCCF)C=CC(=C2)C(=O)O)C(C)C